4-(4-chlorophenyl)-2-(2,4-dichlorobenzyl)imidazole methyl-4-(2-methoxy-6-methylphenyl)-6-methylnicotinate COC(C1=CN=C(C=C1C1=C(C=CC=C1C)OC)C)=O.ClC1=CC=C(C=C1)C=1N=C(NC1)CC1=C(C=C(C=C1)Cl)Cl